C(C1=CC=CC=C1)OC1=NC(=NC2=C(C(=C3C(=C12)ONO3)Br)F)SC 9-(benzyloxy)-4-bromo-5-fluoro-7-(methylthio)-[1,3]dioxazolo[4,5-f]quinazoline